C(C)OC1=C(C=C2C(=NC=NC2=C1)C=1C(=NN(C1)C)C1=CC=CC=C1)NC(=O)C12CN(CC2C1)C(=O)OC(C)(C)C tert-butyl 1-((7-ethoxy-4-(1-methyl-3-phenyl-1H-pyrazol-4-yl) quinazolin-6-yl) carbamoyl)-3-azabicyclo[3.1.0]hexane-3-carboxylate